2-(dimethylamino)ethyl (1R,4aS,10aR)-6-(benzyloxy)-1,4a-dimethyl-2,3,4,9,10,10a-hexahydrophenanthrene-1-carboxylate C(C1=CC=CC=C1)OC=1C=C2[C@]3(CCC[C@]([C@@H]3CCC2=CC1)(C(=O)OCCN(C)C)C)C